(7-(10-([1,2,4]triazolo[1,5-a]pyridin-2-yl)anthracen-9-yl)dibenzofuran-3-yl)-6-phenylbenzoxazole N=1C(=NN2C1C=CC=C2)C2=C1C=CC=CC1=C(C1=CC=CC=C21)C2=CC1=C(C3=C(O1)C=C(C=C3)C=3OC1=C(N3)C=CC(=C1)C1=CC=CC=C1)C=C2